C(C1=CC=CC=C1)(=O)O[C@H]1[C@H](O[C@@H]([C@@H]([C@@H]1OC(C1=CC=CC=C1)=O)OC(C1=CC=CC=C1)=O)/C=N/[S@](=O)C(C)(C)C)SC(CO[Si](C)(C)C(C)(C)C)CC=C (2R,3R,4S,5S,6R)-2-((1-((tert-butyldimethylsilyl)oxy)pent-4-en-2-yl)thio)-6-((E)-(((R)-tert-butylsulfinyl)imino)methyl)tetrahydro-2H-pyran-3,4,5-triyl tribenzoate